(2-chlorophenyl)-N-{3-[(2,4-dimethoxybenzyl)sulfamoyl]-4-(3-methoxy-1H-1,2,4-triazol-1-yl)phenyl}acetamide ClC1=C(C=CC=C1)CC(=O)NC1=CC(=C(C=C1)N1N=C(N=C1)OC)S(NCC1=C(C=C(C=C1)OC)OC)(=O)=O